C(C)(C)(C)OC(NC1CN(C1)C=1N=C(C2=C(N1)C(=C(N=C2)C2=CC(=CC1=CC=C(C(=C21)CC)F)OCOC)F)N2C[C@](CCC2)(C)O)=O N-[1-[7-[8-ethyl-7-fluoro-3-(methoxymethoxy)-1-naphthyl]-8-fluoro-4-[(3R)-3-hydroxy-3-methyl-1-piperidinyl]pyrido[4,3-d]pyrimidin-2-yl]azetidin-3-yl]carbamic acid tert-butyl ester